Tert-Butyl (1S,4R,15aR)-11-bromo-10,12-difluoro-8-(methylthio)-2,3,4,5,13,14,15,15a-octahydro-1H-1,4-epiminoazepino[1',2':1,8]azocino[2,3,4-de]quinazoline-16-carboxylate BrC=1C(=C2CCC[C@@H]3C=4C(=NCN5C4CC[C@@H]3N5C(=O)OC(C)(C)C)N2C(=CC1F)SC)F